rac-ethyl 5-((((2R,3S)-5-cyclopentyl-3-(3,3-difluorobutyl)-2-fluoro-1,1-dioxido-7-(trifluoromethyl)-2,3,4,5-tetrahydrobenzo[b][1,4]thiazepin-8-yl)oxy)methyl)thiazole-4-carboxylate C1(CCCC1)N1C2=C(S([C@H]([C@H](C1)CCC(C)(F)F)F)(=O)=O)C=C(C(=C2)C(F)(F)F)OCC2=C(N=CS2)C(=O)OCC |r|